1-(4-((4-((5-(imidazo[1,2-a]pyridin-8-yl)-2-methoxyphenyl)amino)-7-methoxyquinazolin-6-yl)oxy)piperidin-1-yl)prop-2-en-1-one N=1C=CN2C1C(=CC=C2)C=2C=CC(=C(C2)NC2=NC=NC1=CC(=C(C=C21)OC2CCN(CC2)C(C=C)=O)OC)OC